trimethyldiphenyl-cyclotrisilazane C[SiH]1N([Si](N([SiH2]N1)C1=CC=CC=C1)(C1=CC=CC=C1)C)C